OC1=CC=C(CCN)C=C1 4-hydroxyphenethylamine